4-(4-((4-(2-(2,6-dioxopiperidin-3-yl)-1-oxoisoindolin-5-yl)piperazin-1-yl)methyl)piperidin-1-yl)butanoic acid O=C1NC(CCC1N1C(C2=CC=C(C=C2C1)N1CCN(CC1)CC1CCN(CC1)CCCC(=O)O)=O)=O